potassium dihydrogenphosphate salt P(=O)(O)(O)[O-].[K+]